FC1=C(C=CC(=C1)F)C1=NN(C=C1B1OC(C(O1)(C)C)(C)C)C 3-(2,4-difluorophenyl)-1-methyl-4-(4,4,5,5-tetramethyl-1,3,2-dioxaborolan-2-yl)-1H-pyrazole